[Cl-].[Tm+3].[Cl-].[Cl-] thulium chloride